2-[[[2-(4-ethylphenyl)-5-methyl-4-oxazolyl]methyl]thio]-N-(2-phenylethyl)acetamide C(C)C1=CC=C(C=C1)C=1OC(=C(N1)CSCC(=O)NCCC1=CC=CC=C1)C